(6-bromo-2-pyridyl)pyrrolidin-2-one BrC1=CC=CC(=N1)N1C(CCC1)=O